C(C)(C)(C)C1=CC(=C(N)C=C1)C1=CC=2C(C3=CC=CC=C3C2C=C1)(C1=CC=CC=C1)C1=CC=CC=C1 4-(tert-butyl)-2-(9,9-diphenyl-9H-fluoren-2-yl)aniline